ClC=1C=C(C=C2C(=C(C=NC12)C#N)NC1=CC(=C(C=C1)F)Cl)N[C@H](C=1N=NN(C1)C(C)C)C=1C=2N(C=CC1)C=NC2 (S)-8-chloro-4-((3-chloro-4-fluorophenyl)amino)-6-((imidazo[1,5-a]pyridin-8-yl(1-isopropyl-1H-1,2,3-triazol-4-yl)methyl)amino)quinoline-3-carbonitrile